3,4-bis(benzyloxy)-2-(methoxy-d3)benzoic acid methyl ester COC(C1=C(C(=C(C=C1)OCC1=CC=CC=C1)OCC1=CC=CC=C1)OC([2H])([2H])[2H])=O